C(C)(C)(C)N(C(O)=O)[C@H]1CN([C@@H](C1)CO)C1=NC=C(C=C1Cl)C(F)(F)F.C(CCC)[Si](OCCCC)(OCCCC)OCCCC n-Butyl-trin-butoxysilane tert-butyl-((3R,5S)-1-(3-chloro-5-(trifluoromethyl)pyridin-2-yl)-5-(hydroxymethyl)pyrrolidin-3-yl)carbamate